4-[4-(1,3-benzooxazol-2-yl)piperidin-1-yl]-1,6-dimethyl-2-oxo-1,2-dihydroquinoline-3-carboxamide O1C(=NC2=C1C=CC=C2)C2CCN(CC2)C2=C(C(N(C1=CC=C(C=C21)C)C)=O)C(=O)N